tert-butyl N-[[1-[5-(azidomethyl)-2-methylsulfanyl-pyrimidin-4-yl]pyrrolidin-3-yl]methyl]carbamate N(=[N+]=[N-])CC=1C(=NC(=NC1)SC)N1CC(CC1)CNC(OC(C)(C)C)=O